BrC1=CC=C(C=C1)N1C(C(CCC1)NC(OC(C)(C)C)=O)=O tert-butyl (1-(4-bromophenyl)-2-oxopiperidin-3-yl)carbamate